S(=O)(=O)([O-])[O-].ClC1=CC=C(C=C1)Cl.[Na+].[Na+] sodium 2,5-dichlorobenzene sulfate